(1-(4,5-dimethyl-6-oxo-1,6-dihydropyrimidin-2-yl)-3-methyl-1H-pyrazol-5-yl)-3,5-dichlorobenzamide CC=1N=C(NC(C1C)=O)N1N=C(C=C1C1=C(C(=O)N)C=C(C=C1Cl)Cl)C